CN1CN(CC(=C1)C(=O)N)C 1,3-dimethyl-1,2,3,4-tetrahydropyrimidine-5-carboxamide